2-Methanesulfonyl-4,6-diphenyl-nicotinonitrile CS(=O)(=O)C1=C(C#N)C(=CC(=N1)C1=CC=CC=C1)C1=CC=CC=C1